CN1CCC(CC1)C(=O)NC=1C=C2C(=NC1)NC=C2C2=CC=1N(C=C2)N=CC1C(=O)N[C@@H](C(F)(F)F)C (R)-5-(5-(1-methylpiperidine-4-carboxamido)-1H-pyrrolo[2,3-b]pyridin-3-yl)-N-(1,1,1-trifluoropropan-2-yl)pyrazolo[1,5-a]pyridine-3-carboxamide